(3R,4S)-3-fluoro-1-(4-((5-isopropyl-8-(3-((Methylsulfinyl)methyl)azetidin-1-yl)isoquinolin-3-yl)amino)-1,3,5-triazin-2-yl)-3-Methylpiperidin-4-ol F[C@@]1(CN(CC[C@@H]1O)C1=NC=NC(=N1)NC=1N=CC2=C(C=CC(=C2C1)C(C)C)N1CC(C1)CS(=O)C)C